S1C=CC2=C1CC[C@@H](C2)N (S)-4,5,6,7-tetrahydrobenzothiophen-5-amine